COC1=CC=C(C=C1)C1CC(=NN1C(CC)=O)C=1C(NC2=CC=CN=C2C1C)=O 3-(5-(4-Methoxyphenyl)-1-propionyl-4,5-dihydro-1H-pyrazol-3-yl)-4-methyl-1,5-naphthyridin-2(1H)-one